6-(6-fluoro-8-(methylamino)-4-(5-oxa-2,8-diazaspiro[3.5]non-8-yl)-9H-pyrido[2,3-b]indol-3-yl)-1-methyl-4-oxo-1,4-dihydro-1,8-naphthyridine-3-carboxylic acid FC=1C=C2C3=C(NC2=C(C1)NC)N=CC(=C3N3CCOC1(CNC1)C3)C=3C=C1C(C(=CN(C1=NC3)C)C(=O)O)=O